FC1(CC(C1)N)F 3,3-difluorocyclobutanamine